1-[5-[5-[(1R)-1-(3,5-dichloro-4-pyridinyl)ethoxy]-1-tetrahydropyran-2-yl-indazol-3-yl]-3-fluoro-2-pyridinyl]-3-(1-methylpyrazol-4-yl)azetidin-3-amine ClC=1C=NC=C(C1[C@@H](C)OC=1C=C2C(=NN(C2=CC1)C1OCCCC1)C=1C=C(C(=NC1)N1CC(C1)(N)C=1C=NN(C1)C)F)Cl